O1CCN(CC1)C1=CC=NN(C1=O)CC1CCN(CC1)C(=O)OC(C)(C)C tert-butyl 4-((5-morpholino-6-oxopyridazin-1(6H)-yl)methyl)piperidine-1-carboxylate